Cl.CNC(=O)NCC1CCNCC1 1-Methyl-3-(piperidin-4-ylmethyl)urea, hydrochloride